1-decyl-3-methylimidazole tetrafluoroborate salt F[B-](F)(F)F.C(CCCCCCCCC)N1CN(C=C1)C